O=C1N(CCC2=C(N1)C=CC=C2)C=2C=C(C=CC2)/C=C/C(=O)O (E)-3-(3-(2-oxo-1,2,4,5-tetrahydro-3H-benzo[d][1,3]diazepin-3-yl)phenyl)acrylic acid